(E)-2-benzylidene-4,4-difluoro-4-phenylbutyric acid methyl ester COC(/C(/CC(C1=CC=CC=C1)(F)F)=C/C1=CC=CC=C1)=O